C(C)(C)(C)C1N2C(C3=CC(=C(C=C3C1)C=1C=NC(=CC1)F)OC)=CC(C(=C2)C(=O)OCC)=O ethyl 6-tert-butyl-9-(6-fluoropyridin-3-yl)-10-methoxy-2-oxo-6,7-dihydro-2H-pyrido[2,1-a]isoquinoline-3-carboxylate